C(CCC)C1=CC=C(C=C1)C(CCC1=CC=C(O1)C=1C=CC(=C(C(=O)O)C1)O)O 5-(5-(3-(4-Butylphenyl)-3-hydroxypropyl)furan-2-yl)-2-hydroxybenzoic acid